N-(2-(cyclopentylsulfonyl)pyrimidin-4-yl)-2-(4,4-dimethyl-1,4-azasilinan-1-yl)-4-((2-hydroxyethyl)sulfonamido)benzamide C1(CCCC1)S(=O)(=O)C1=NC=CC(=N1)NC(C1=C(C=C(C=C1)NS(=O)(=O)CCO)N1CC[Si](CC1)(C)C)=O